N1C[C@H](OCC1)C1=CC=C(C=C1)NC(=O)C1=NN(C=C1)C1=CC=CC=C1 |r| (RS)-N-(4-(Morpholin-2-yl)-phenyl)-1-phenyl-1H-pyrazol-3-carboxamid